1,2,4-tricarboxyl-3-methylcyclopentane C(=O)(O)C1C(C(C(C1)C(=O)O)C)C(=O)O